C1(CC1)C=1C(=NC=C(C1)NC(C(=O)N1[C@H](CC[C@@H](C1)C)C1=CC2=CN(N=C2C=C1)CCN(C)C)=O)NC(OC(C)(C)C)=O tert-butyl N-[3-cyclopropyl-5-[[2-[(2R,5S)-2-[2-[2-(dimethylamino)ethyl]indazol-5-yl]-5-methyl-1-piperidyl]-2-oxo-acetyl]amino]-2-pyridyl]carbamate